FC(OC1=C(C=CC=2C(N[C@H]3C=4N([C@@H](C21)C3)C3=C(N4)C=C(C(=C3)C=3C=NC(=NC3)C(C)(C)O)F)=O)C(F)(F)F)F (7R,14R)-1-(difluoromethoxy)-10-fluoro-11-[2-(2-hydroxypropan-2-yl)pyrimidin-5-yl]-2-(trifluoromethyl)-6,7-dihydro-7,14-methanobenzimidazo[1,2-b][2,5]benzodiazocin-5(14H)-one